(2R,3S,4R,5S,6R)-6-allyl-2-((butyryloxy)methyl)-5-pivalamidotetrahydro-2H-pyran-3,4-diyl dibutyrate C(CCC)(=O)O[C@@H]1[C@H](O[C@@H]([C@@H]([C@H]1OC(CCC)=O)NC(C(C)(C)C)=O)CC=C)COC(CCC)=O